C(C=C)[Si](C)(C)OCC allyl-(ethoxy)(dimethyl)silane